3-(2-((5-nitrothiazol-2-yl)carbamoyl)phenyl)propiolic acid [N+](=O)([O-])C1=CN=C(S1)NC(=O)C1=C(C=CC=C1)C#CC(=O)O